Methyl 3-chloro-5-fluoro-6-(2,2,4-trifluorobenzo[d][1,3]dioxol-5-yl)picolinate ClC=1C(=NC(=C(C1)F)C1=C(C2=C(OC(O2)(F)F)C=C1)F)C(=O)OC